[Pd](Cl)Cl.C1(=CC=CC=C1)P(=O)(C1=CC=CC=C1)[C-]1C=CC=C1.[C-]1(C=CC=C1)P(=O)(C1=CC=CC=C1)C1=CC=CC=C1.[Fe+2] 1,1'-bis(Diphenylphosphoryl)ferrocene palladium dichloride